L-rhamnopyranosyl-(1-2)-α-L-rhamnopyranosyl-3-hydroxydecanoyl-3-hydroxydecanoic acid C1([C@H](O)[C@H](O)[C@@H](O)[C@@H](O1)C)O[C@H]1[C@@H](O[C@H]([C@@H]([C@H]1O)O)C)C(C(=O)O)(C(CCCCCCC)O)C(CC(CCCCCCC)O)=O